4-n-butylbenzoic acid-(docosahexaenamidoethyl) ester C(C=CC=CC=CC=CC=CC=CCCCCCCCCC)(=O)NCCOC(C1=CC=C(C=C1)CCCC)=O